4-(3-(4-methylpiperazin-1-yl)azetidin-1-yl)-1H-benzo[d]imidazole CN1CCN(CC1)C1CN(C1)C1=CC=CC=2NC=NC21